tert-butyl (2R,6S)-4-(1-((7-methoxy-2-methylimidazo[1,2-a]pyridin-6-yl)carbamoyl)-2,3-dihydro-1H-pyrrolo[2,3-b]pyridin-4-yl)-2,6-dimethylpiperazine-1-carboxylate COC1=CC=2N(C=C1NC(=O)N1CCC=3C1=NC=CC3N3C[C@H](N([C@H](C3)C)C(=O)OC(C)(C)C)C)C=C(N2)C